C(O[C@@H](C)C1=CC=C(C(=O)[O-])C=C1)([2H])([2H])[2H] (S)-4-(1-(methoxy-d3)ethyl)benzoate